Cl.P phosphine HCl